[N-](S(=O)(=O)C(F)(F)F)S(=O)(=O)C(F)(F)F.C(CCCCCCC)[P+](CCCCCCCC)(CCCCCCCC)CCCCCCCC (tetraoctylphosphonium) bis(trifluoromethylsulfonyl)imide